tert-Butyl (2-(1-(2-aminoethyl)-1H-imidazol-4-yl)ethyl)((2-chloro-[1,1'-biphenyl]-4-yl)methyl)carbamate NCCN1C=NC(=C1)CCN(C(OC(C)(C)C)=O)CC1=CC(=C(C=C1)C1=CC=CC=C1)Cl